BrC=1C=C(N(C1C)CC12OC3CC(CC(C1)C3)C2)C#N 4-bromo-5-methyl-1-(2-oxa-tricyclo[3.3.1.13,7]dec-1-ylmethyl)-1H-pyrrole-2-carbonitrile